OCC(CC)(C1=CC(=CC=C1)C(F)(F)F)NC(OC(C)(C)C)=O tert-butyl N-{1-hydroxy-2-[3-(trifluoromethyl)phenyl]butan-2-yl}carbamate